1-(7-(heptyloxy)-9,9-dioctyl-9H-fluoren-2-yl)-N1-phenyl-benzene-1,4-diamine C(CCCCCC)OC1=CC=C2C=3C=CC(=CC3C(C2=C1)(CCCCCCCC)CCCCCCCC)C1(CC=C(C=C1)N)NC1=CC=CC=C1